5,6-dichloro-9-(1H-pyrazol-4-yl)-2,3-dihydro-1H-pyrrolo[1,2-a]indol-2-ol ClC1=C(C=CC=2C(=C3N(C12)CC(C3)O)C=3C=NNC3)Cl